1,3-diisocyanatomethyl-1,3-diisocyanato-cyclohexane N(=C=O)CC1(CC(CCC1)(N=C=O)CN=C=O)N=C=O